6-cyano-1-methyl-4-[4-methyl-4-(5-methyl-1,3-benzooxazol-2-yl)piperidin-1-yl]-2-oxo-7-{[(3R)-oxolane-3-yl]oxy}-1,2-dihydroquinoline-3-carboxamide C(#N)C=1C=C2C(=C(C(N(C2=CC1O[C@H]1COCC1)C)=O)C(=O)N)N1CCC(CC1)(C=1OC2=C(N1)C=C(C=C2)C)C